3-(5-methyl-2-pyridyl)benzoic Acid CC=1C=CC(=NC1)C=1C=C(C(=O)O)C=CC1